CS(=O)(=O)C1=NC(=NS1)C1=CC=C(C(=O)NCCOCCOCCOCCOCCC(=O)NCC#C)C=C1 1-(4-(5-(methylsulfonyl)-1,2,4-thiadiazol-3-yl)benzamido)-N-(prop-2-yn-1-yl)-3,6,9,12-tetraoxapentadecan-15-amide